O=C1C(O)=C([O-])[C@H](O1)[C@@H](O)CO (L)-ascorbate